NCCOCCOCCOCCOCCOCCOCCOCCOCCC(=O)N1CCN(CC1)C1=NC=C(C(=C1C1=NC2=C(N1)C=CC(=C2)Cl)N2CCC(CC2)N)C2=CC(=CC(=C2)C)F 1-amino-27-{4-[4-(4-aminopiperidin-1-yl)-3-(5-chloro-1H-1,3-benzodiazol-2-yl)-5-(3-fluoro-5-methylphenyl)pyridin-2-yl]piperazin-1-yl}-3,6,9,12,15,18,21,24-octaoxaheptacosan-27-one